[N+](=O)([O-])C=1OC2=C(C1)C=CC=C2 2-nitrobenzofurane